tert-butyl 6-(benzylthio)-2,3-dihydro-4H-benzo[b][1,4]oxazine-4-carboxylate C(C1=CC=CC=C1)SC1=CC2=C(OCCN2C(=O)OC(C)(C)C)C=C1